methyl 3-bromo-5-(2-oxoethyl)pyridine-4-carboxylate BrC=1C=NC=C(C1C(=O)OC)CC=O